C1=2CNCCNCCNCC(=CC=C1)N2 3,6,9,15-tetraazabicyclo-[9.3.1]pentadec-1(15),11,13-triene